CC1=C(C=CC=C1COCC=1N=NN(C1)C1=CC=C(CNCCO)C=C1)C1=CC=CC=C1 2-(4-(4-(((2-methylbiphenyl-3-yl)methoxy)methyl)-1H-1,2,3-triazol-1-yl)benzylamino)ethanol